2-Aminohistamine NC=1NC=C(CCN)N1